S1C(=CC=C1)C=C(C#N)C#N 2-(thiophen-2-ylmethylene)malononitrile